4'-(tert-butyl)-[1,1'-biphenyl]-4-carboxylic acid C(C)(C)(C)C1=CC=C(C=C1)C1=CC=C(C=C1)C(=O)O